methyl (S)-4-(1-(5-chloro-1,3-dimethyl-1H-pyrazole-4-carboxamido)ethyl)benzoate ClC1=C(C(=NN1C)C)C(=O)N[C@@H](C)C1=CC=C(C(=O)OC)C=C1